E-octa-2,7-dien-1-ol C(\C=C\CCCC=C)O